2-Chloro-6-[[(2'S,7R)-2-chloro-3-(hydroxymethyl)-2'-methyl-spiro[4,5-dihydrothieno[2,3-c]pyran-7,4'-piperidin]-1'-yl]methyl]phenol ClC1=C(C(=CC=C1)CN1[C@H](C[C@@]2(CC1)OCCC1=C2SC(=C1CO)Cl)C)O